ClC=1N=C2C(=NC1)N(C(=C2)C2CCN(CC2)C(=O)OC(C)(C)C)C tert-butyl 4-(2-chloro-5-methyl-5H-pyrrolo[2,3-b]pyrazin-6-yl)piperidine-1-carboxylate